1-(2-chloropyrimidin-5-yl)-2-(oxiran-2-yl)ethanol ClC1=NC=C(C=N1)C(CC1OC1)O